2-Ethynyl-N-(4-(1-methyl-1H-indazol-4-yl)phenethyl)thiazole-4-carboxamide C(#C)C=1SC=C(N1)C(=O)NCCC1=CC=C(C=C1)C1=C2C=NN(C2=CC=C1)C